NC1=C(C2=C(N=C(N=C2)C2=CC=C(C=C2)C(C)(C)C)N1C1=C(C(=CC=C1C)OC)C)C(=O)N 6-amino-2-(4-(tert-butyl)phenyl)-7-(3-methoxy-2,6-dimethylphenyl)-7H-pyrrolo[2,3-d]pyrimidine-5-carboxamide